N(=[N+]=[N-])CC1CCN(CC1)CCNS(=O)(=O)CC1=CC=C(C=C1)C N-(2-(4-(azidomethyl)piperidin-1-yl)ethyl)-1-(p-tolyl)methanesulfonamide